benzyl 4-[(1-tert-butoxycarbonyl-4-piperidyl)methyl]-3-oxo-piperazine-1-carboxylate C(C)(C)(C)OC(=O)N1CCC(CC1)CN1C(CN(CC1)C(=O)OCC1=CC=CC=C1)=O